4,4,5,5-tetramethyl-2-(1,4-dioxaspiro[4.5]dec-7-en-8-yl)-1,3,2-dioxaborolane CC1(OB(OC1(C)C)C1=CCC2(OCCO2)CC1)C